8-Bromo-1,4-dichloroisoquinoline BrC=1C=CC=C2C(=CN=C(C12)Cl)Cl